C1(CC1)CC=1N(C(=CC1C=1SC=C(N1)C(=O)O)C1=CC(=CC=C1)C#CC1COCC1)CC1=CC(=C(C=C1)S(N)(=O)=O)F 2-(2-(cyclopropylmethyl)-1-(3-fluoro-4-sulfamoylbenzyl)-5-(3-((tetrahydrofuran-3-yl)ethynyl)phenyl)-1H-pyrrol-3-yl)thiazole-4-carboxylic acid